1-[5-bromo-4-methyl-2-[[(2S)-morpholin-2-yl]methoxy]phenyl]-3-(5-methylpyrazin-2-yl)urea BrC=1C(=CC(=C(C1)NC(=O)NC1=NC=C(N=C1)C)OC[C@@H]1CNCCO1)C